C(C)OC(\C=C\C(NC=1OC=CN1)=O)=O (E)-3-(Oxazol-2-ylcarbamoyl)-acrylic acid ethyl ester